6-Diethylamino-3-(hydroxy)naphthalene-2-carboaldehyde C(C)N(C=1C=C2C=C(C(=CC2=CC1)C=O)O)CC